NC1=C(C=C(C=C1)N1C[C@@H](CC1)N(C)C)OC(F)F (R)-1-(4-amino-3-(difluoromethoxy)phenyl)-N,N-dimethylpyrrolidin-3-amine